CN(C1=CC=C(C=C1)C(C)=O)C 1-(4-(dimethylamino)phenyl)ethan-1-one